NCC(C)O 1-amino-propan-2-ol